dimethylisochromane CC1(OCCC2=CC=CC=C12)C